benzyl (2-(2-(((1R,5S,6s)-3-(2-(difluoromethyl)imidazo[1,2-a]pyridine-6-carbonyl)-3-azabicyclo[3.1.0]hexan-6-yl)oxy)-6-(4-fluorophenyl)pyridin-4-yl)propan-2-yl)carbamate FC(C=1N=C2N(C=C(C=C2)C(=O)N2C[C@@H]3C([C@@H]3C2)OC2=NC(=CC(=C2)C(C)(C)NC(OCC2=CC=CC=C2)=O)C2=CC=C(C=C2)F)C1)F